3-amino-5-morpholinomethyl-2-oxazolidone NN1[CH-]OC(C1=O)CN1CCOCC1